ClCC=1OC2=C(N1)C=CC(=C2)C 2-(chloromethyl)-6-methyl-1,3-benzoxazole